4-(3-(4-methoxyphenyl)-2-oxo-7-((2,2,2-trifluoroethyl)amino)-3,4-dihydropyrimido[4,5-d]pyrimidin-1(2H)-yl)benzoic acid COC1=CC=C(C=C1)N1C(N(C2=NC(=NC=C2C1)NCC(F)(F)F)C1=CC=C(C(=O)O)C=C1)=O